tert-butyl 4-[4-[5-[(5-cyanopyrazin-2-yl)amino]-1H-pyrazol-3-yl]-3-methoxyphenyl]-4-fluoro-piperidine-1-carboxylate C(#N)C=1N=CC(=NC1)NC1=CC(=NN1)C1=C(C=C(C=C1)C1(CCN(CC1)C(=O)OC(C)(C)C)F)OC